6-(6-((E)-((1S,2S,5R)-2-fluoro-1-methyl-9-azabicyclo[3.3.1]nonan-3-ylidene)methyl)-1,2,4-triazin-3-yl)isoquinolin-7-ol F[C@@H]\1[C@@]2(CCC[C@H](C/C1=C\C1=CN=C(N=N1)C=1C=C3C=CN=CC3=CC1O)N2)C